(E)-methyl-3-(1H-pyrrol-2-yl)acrylate COC(\C=C\C=1NC=CC1)=O